4-(5-cyclopropoxy-2-methyl-4-nitrophenyl)-3-fluoro-1-methylpiperidine C1(CC1)OC=1C(=CC(=C(C1)C1C(CN(CC1)C)F)C)[N+](=O)[O-]